FC(C=1N=C(C2=C(N1)C=C(C=N2)CN2C[C@@H](CC2)O)NC=2C(=C(C=CC2)C2=C(C(=CC=C2)C=2OC1=C(N2)C=C(C=C1C#N)C=O)C)C)F (R)-2-(3'-((2-(difluoromethyl)-7-((3-hydroxypyrrolidin-1-yl)methyl)pyrido[3,2-d]pyrimidin-4-yl)amino)-2,2'-dimethyl-[1,1'-biphenyl]-3-yl)-5-formylbenzo[d]oxazole-7-carbonitrile